((2-Chloro-6-((R)-3-methylmorpholino)pyrimidin-4-yl)imino)(methyl)(oxetan-3-yl)-λ6-sulfanone ClC1=NC(=CC(=N1)N=S(=O)(C1COC1)C)N1[C@@H](COCC1)C